1-(3-fluoro-4-methoxyphenyl)-5-hydroxy-N-methyl-2-oxo-2,3-dihydro-1H-benzo[b]azepine-4-carboxamide FC=1C=C(C=CC1OC)N1C2=C(C(=C(CC1=O)C(=O)NC)O)C=CC=C2